CO\C=C/1\C2C3CCC(C2CC1)C3 (+-)-(3E)-3-(methoxymethylene)tricyclo[5.2.1.02,6]decane